(3R,4S)-3-fluoro-1-(4-((5-isopropyl-8-((2R,3S)-2-methyl-3-(((R)-methylsulfinyl)methyl)azetidin-1-yl)isoquinolin-3-yl)amino)pyrimidin-2-yl)Piperidin-4-ol F[C@@H]1CN(CC[C@@H]1O)C1=NC=CC(=N1)NC=1N=CC2=C(C=CC(=C2C1)C(C)C)N1[C@@H]([C@H](C1)C[S@](=O)C)C